ClC1=CC=C2C(=CNC2=C1F)\C=C\1/NC(N(C1=O)C(C(=O)O)C1=CC=C(C=C1)Cl)=O [(4Z)-4-[(6-chloro-7-fluoro-1H-indol-3-yl)methylene]-2,5-dioxoimidazolidin-1-yl](4-chlorophenyl)acetic acid